[Ti].[W].[V] vanadium-tungsten titanium